4-(azetidine-3-carbonyl)-N-(1-((3,4-dichlorophenyl)ethynyl)-cyclopropyl)piperazine-1-carboxamide hydrochloride Cl.N1CC(C1)C(=O)N1CCN(CC1)C(=O)NC1(CC1)C#CC1=CC(=C(C=C1)Cl)Cl